1-(5-chloro-1H-indol-3-yl)-3-(4-(2-chloro-6-fluorobenzyl)-3-oxo-3,4-dihydro-2H-benzo[b][1,4]thiazin-6-yl)urea ClC=1C=C2C(=CNC2=CC1)NC(=O)NC1=CC2=C(SCC(N2CC2=C(C=CC=C2F)Cl)=O)C=C1